CNC=1SC(=C(N1)C([2H])([2H])[2H])SC n-methyl-4-(methyl-d3)-5-(methylthio)thiazol-2-amine